CN1CC2CN(CC(C1)C2)C=2C=CC1=C(N=C(O1)C1=C3C=C(N=CC3=C(N=C1)NC)NC(=O)C1CC1)C2 N-(5-(5-(7-methyl-3,7-diazabicyclo[3.3.1]nonan-3-yl)benzo[d]oxazol-2-yl)-8-(methylamino)-2,7-naphthyridin-3-yl)cyclopropanecarboxamide